NC1=C(C=C(C(=O)OC)C=C1)NCC1=CN=CN1CCOC Methyl 4-amino-3-(((1-(2-methoxyethyl)-1H-imidazol-5-yl)methyl)amino)benzoate